5-(2,6-dichloro-4-(6-(difluoromethyl)-3,5-dioxo-4,5-dihydro-1,2,4-triazine-2(3H)-yl)phenoxy)-2-methoxybenzenesulfonyl chloride ClC1=C(OC=2C=CC(=C(C2)S(=O)(=O)Cl)OC)C(=CC(=C1)N1N=C(C(NC1=O)=O)C(F)F)Cl